3-[(4-bromophenyl)methyl]pyrrolidine BrC1=CC=C(C=C1)CC1CNCC1